[Co].C(C)(C)(C)C=1N=C(OC1)C1=NC(=CC(=C1)[N+](=O)[O-])C=1OC=C(N1)C(C)(C)C [2,6-bis[4-(S)-tert-butyl-2-oxazolyl]-4-nitropyridine] cobalt